N-(2-methoxybenzyl)maleimide COC1=C(CN2C(C=CC2=O)=O)C=CC=C1